FC=1C=C(C(=CC1)C1=C(C=CC=C1)OC)C(=O)O 4-Fluoro-2'-methoxy-[1,1'-biphenyl]-2-carboxylic acid